2-Hydroxy-3-((7-(methylthio)-1,1-dioxido-5-phenyl-3,3-dipropyl-2,3,4,5-tetrahydro-1,5-benzothiazepin-8-yl)oxy)propanoic acid OC(C(=O)O)COC1=CC2=C(N(CC(CS2(=O)=O)(CCC)CCC)C2=CC=CC=C2)C=C1SC